(S)-2-(4-(6-((6-((1H-pyrazol-4-yl)ethynyl)pyridin-3-yl)methoxy)pyridin-2-yl)-2,5-difluorobenzyl)-1-(oxetan-2-ylmethyl)-1H-benzo[d]imidazole-6-carboxylic acid N1N=CC(=C1)C#CC1=CC=C(C=N1)COC1=CC=CC(=N1)C1=CC(=C(CC2=NC3=C(N2C[C@H]2OCC2)C=C(C=C3)C(=O)O)C=C1F)F